(S)-N-((R)-(5-fluoro-6-(trifluoromethyl)pyridin-2-yl)(4-(trifluoromethoxy)phenyl)-methyl)-2-oxoimidazolidine-4-carboxamide FC=1C=CC(=NC1C(F)(F)F)[C@H](NC(=O)[C@H]1NC(NC1)=O)C1=CC=C(C=C1)OC(F)(F)F